tert-butyl 4-(2'-oxo-3-((tetrahydro-2H-pyran-2-yl)oxy)spiro[cyclobutane-1,3'-indolin]-6'-yl)-3,6-dihydropyridine-1(2H)-carboxylate O=C1NC2=CC(=CC=C2C12CC(C2)OC2OCCCC2)C=2CCN(CC2)C(=O)OC(C)(C)C